COC(=O)C=1C=2C=NNC2C=C(C1)C1=C(C=C(C(=C1)F)C)Cl.C(C)(C)(C)C1=CC=C(C=C1)/C(=C/C=O)/C (E)-3-(4-tert-butylphenyl)but-2-enal Methyl-6-(2-chloro-5-fluoro-4-methylphenyl)-1H-indazole-4-carboxylate